C(=O)(O)[C@H](CC(=O)N1CC2=C(C(=C(C(=C2C1)F)OCCCOC1=CC2=C(SC(=C2)C(C[C@@H](C(=O)O)C)=O)C(=C1OC)F)OC)Cl)C (S)-4-(5-(3-((2-((S)-3-carboxybutanoyl)-7-chloro-4-fluoro-6-methoxyisoindolin-5-yl)oxy)propoxy)-7-fluoro-6-methoxybenzo[b]thiophen-2-yl)-2-methyl-4-oxobutanoic acid